methylsulfonyloxyacetic acid, 2-ethyl ester CS(=O)(=O)OCC(=O)OCC